2-(2-(methylsulfonyl)ethyl)-5-(4,4,5,5-tetramethyl-1,3,2-dioxaborolan-2-yl)-2H-indazole CS(=O)(=O)CCN1N=C2C=CC(=CC2=C1)B1OC(C(O1)(C)C)(C)C